(3S,5S)-tert-Butyl 3-((6-(4-amino-3-fluorophenyl)-8-ethylpyrido[3,2-d]pyrimidin-2-yl)amino)-5-fluoropiperidine-1-carboxylate NC1=C(C=C(C=C1)C=1C=C(C=2N=C(N=CC2N1)N[C@@H]1CN(C[C@H](C1)F)C(=O)OC(C)(C)C)CC)F